C(C)(C)(C)OC(=O)NCCCCCC(=O)N 6-((tert-butyloxycarbonyl)amino)hexanamide